C(#N)C=1C(=NC(=NC1)NC1=C(C=CC=C1)S(=O)(=O)N)C=1C=NN(C1)CC(C)(C)O ((5-cyano-4-(1-(2-hydroxy-2-methylpropyl)-1H-pyrazol-4-yl)pyrimidin-2-yl)amino)benzenesulfonamide